(3R,4R)-4-METHOXYHEPT-6-ENE-3-SULFONAMIDE CO[C@@H]([C@@H](CC)S(=O)(=O)N)CC=C